8-bromo-1-(5-(tert-butylsulfonyl)-2-fluoro-5-azaspiro[3.4]octan-7-yl)-6-chloro-1,2,3,4-tetrahydroquinoline BrC=1C=C(C=C2CCCN(C12)C1CN(C2(CC(C2)F)C1)S(=O)(=O)C(C)(C)C)Cl